7-chloro-4-(3H-1,2,3-triazol-4-yl)-1-{[2-(trimethylsilyl)ethoxy]methyl}indazole ClC=1C=CC(=C2C=NN(C12)COCC[Si](C)(C)C)C=1NN=NC1